C(C1=CC=CC=C1)SC1=C(C=CC(=C1)CC)OCC1=CC=C(C=C1)F benzyl(5-ethyl-2-((4-fluorobenzyl)oxy)phenyl)sulfane